ICC1(COC(OC1)(C)C)COCC1=CC2=CC=CC=C2C=C1 5-iodomethyl-5-((naphthalen-2-ylmethoxy)methyl)-2,2-dimethyl-1,3-dioxane